(R)-4-fluoro-9-(4-fluorophenyl)-1-((R)-pyrrolidin-2-yl)-8,9-dihydro-2,7,9a-triazabenzo[cd]azulen-6(7H)-one FC=1C=C2C3=C(N=C(N3[C@@H](CNC2=O)C2=CC=C(C=C2)F)[C@@H]2NCCC2)C1